N-((5-methylfuran-2-yl)methyl)-4-((5-oxo-5H-[1,3,4]thiadiazolo[2,3-b]quinazolin-2-yl)amino)benzamide CC1=CC=C(O1)CNC(C1=CC=C(C=C1)NC1=NN2C(=NC3=CC=CC=C3C2=O)S1)=O